(2S,4S)-6-chloro-N-{3-[4-(3,4-difluorophenyl)-1H-imidazol-1-yl]bicyclo[1.1.1]pentan-1-yl}-4-hydroxy-3,4-dihydro-2H-1-benzopyran-2-carboxamide ClC=1C=CC2=C([C@H](C[C@H](O2)C(=O)NC23CC(C2)(C3)N3C=NC(=C3)C3=CC(=C(C=C3)F)F)O)C1